C1(CC1)C1=C(C=C(C(=C1)CN1CCC2(CN(C(O2)=O)[C@@H]2CC[C@H](CC2)P(O)(O)=O)CC1)OCC)C1=CC=C(C=C1)F ((trans)-4-(8-((2-cyclopropyl-5-ethoxy-4'-fluoro-[1,1'-biphenyl]-4-yl)methyl)-2-oxo-1-oxa-3,8-diazaspiro[4.5]decan-3-yl)cyclohexyl)phosphonic acid